1,4-dicyanooxy-2-tert-butylbenzene C(#N)OC1=C(C=C(C=C1)OC#N)C(C)(C)C